2'-(1-(4-((3-bromopropyl)thio)-2-isopropylphenyl)-5-(2,6-dimethoxyphenyl)-1H-pyrazol-3-yl)-5'H-spiro[adamantane-2,4'-oxazol]-5'-one BrCCCSC1=CC(=C(C=C1)N1N=C(C=C1C1=C(C=CC=C1OC)OC)C=1OC(C2(N1)C1CC3CC(CC2C3)C1)=O)C(C)C